8-hydroxyxanthine OC1=NC=2NC(NC(C2N1)=O)=O